{3-[4-(difluoromethyl)-6-oxo-1,6-dihydropyrimidin-2-yl]-2-fluoro-4-(trifluoromethyl)benzyl}-1-[5-(trifluoromethyl)pyridin-2-yl]piperidine-4-carboxamide FC(C=1N=C(NC(C1)=O)C=1C(=C(CC2N(CCC(C2)C(=O)N)C2=NC=C(C=C2)C(F)(F)F)C=CC1C(F)(F)F)F)F